N-(5-Bromo-2-(3-(dimethylamino)propoxy)pyridin-3-yl)morpholine-4-sulfonamide BrC=1C=C(C(=NC1)OCCCN(C)C)NS(=O)(=O)N1CCOCC1